NC1=C(C=C2C(=N1)C(C=1C(=CC=CC1O2)Cl)=O)C2=CC=C(C=C2)N2CCNCC2 2-amino-9-chloro-3-(4-(piperazin-1-yl)phenyl)-10H-chromeno[3,2-b]pyridin-10-one